C(CCCC)(=O)O.C(CCCC)(=O)O.C(CCCC)(=O)O.C(CCCC)(=O)O.O=C[C@H](O)[C@@H](O)[C@H](O)[C@H](O)CO glucose tetravalerate